2,4,7-trichloro-8-fluoro-5-methylpyrido[4,3-d]pyrimidine ClC=1N=C(C2=C(N1)C(=C(N=C2C)Cl)F)Cl